1,8-bis(Methyldimethoxysilyl)octane C[Si](CCCCCCCC[Si](OC)(OC)C)(OC)OC